C(C)(C)(C)NC[C@H](O)C1=NC=C(C=C1)F (S)-2-(tert-butylamino)-1-(5-fluoropyridin-2-yl)ethan-1-ol